C(C)(C)(C)N1N=NC(=C1)C(=O)NCC1=C(C=C(C=C1)B1OC(C(O1)(C)C)(C)C)C 1-(tert-butyl)-N-(2-methyl-4-(4,4,5,5-tetramethyl-1,3,2-dioxaborolan-2-yl)benzyl)-1H-1,2,3-triazole-4-carboxamide